methyl 2-chloro-7-methylquinoline-4-carboxylate ClC1=NC2=CC(=CC=C2C(=C1)C(=O)OC)C